tert-butyl (2-((6-(2-(ethoxymethoxy)-4-(trifluoromethyl)phenyl)-5-methyl-1,2,4-triazin-3-yl)amino)-2-oxoethyl)(methyl)carbamate C(C)OCOC1=C(C=CC(=C1)C(F)(F)F)C1=C(N=C(N=N1)NC(CN(C(OC(C)(C)C)=O)C)=O)C